tert-butyl N-[5-[2-amino-7-[3-[3-(hydroxymethyl)azetidin-1-yl]sulfonylphenyl]-3-pentyl-5-quinolyl]pentyl]carbamate NC1=NC2=CC(=CC(=C2C=C1CCCCC)CCCCCNC(OC(C)(C)C)=O)C1=CC(=CC=C1)S(=O)(=O)N1CC(C1)CO